Pentanone oxime CC(CCC)=NO